6-fluoro-7-(3-{[2-(morpholin-4-yl)ethyl]carbamoyl}azetidin-1-yl)-4-oxo-1-(1,3-thiazol-2-yl)-1,4-dihydro-1,8-naphthyridine-3-carboxylic acid FC=1C=C2C(C(=CN(C2=NC1N1CC(C1)C(NCCN1CCOCC1)=O)C=1SC=CN1)C(=O)O)=O